C(C)(=O)C=1C(=NC(=CC1)NCC1=C(C=C(C=C1)OC)OC)N1N=C(C=C1C)C#N 1-[3-Acetyl-6-[(2,4-dimethoxybenzyl)amino]-2-pyridinyl]-5-methyl-pyrazole-3-carbonitrile